aluminum DL-lactate C(C(O)C)(=O)[O-].[Al+3].C(C(O)C)(=O)[O-].C(C(O)C)(=O)[O-]